CN(S(=O)(=O)C1=C(C=CC=C1)NC1=CC(=NC=C1C(=O)NOC)NC1=NC(=CC=C1)F)C 4-((2-(N,N-dimethyl-amino-sulfonyl)phenyl)amino)-6-((6-fluoropyridin-2-yl)amino)-N-methoxynicotinamide